diphenyl-2,6-bis((trimethylsilyl)ethynyl)anthracene-9,10-diamine C1(=CC=CC=C1)C=1C(=C(C2=C(C3=CC=C(C=C3C(=C2C1)N)C#C[Si](C)(C)C)N)C1=CC=CC=C1)C#C[Si](C)(C)C